5-[3-[1-(3,6-dimethyl-2-morpholino-4-oxo-chromen-8-yl)ethylamino]-2-pyridyl]-2-hydroxy-benzaldehyde CC1=C(OC2=C(C=C(C=C2C1=O)C)C(C)NC=1C(=NC=CC1)C=1C=CC(=C(C=O)C1)O)N1CCOCC1